COC1=CC=C(C=C1)C(C2=CC=CC=C2)(C3=CC=C(C=C3)OC)OC[C@@H]4[C@H](C[C@@H](O4)N5C=C(C(=O)NC5=O)[14CH3])O 5'-O-(4,4'-dimethoxytrityl)thymidine